C(CC(C)C)(=O)C1CC2=CC=CC=C2C1 2-isovalerylindan